[6-[3-(dimethylamino)pyrrolidin-1-yl]-2-pyridyl] 3-(o-tolyl)prop-2-ynoate C1(=C(C=CC=C1)C#CC(=O)OC1=NC(=CC=C1)N1CC(CC1)N(C)C)C